7-[(methoxymethyl)oxy]-5-(4,4,5,5-tetramethyl-1,3,2-dioxaborol-2-yl)-3,4-dihydro-2H-chromen-4-one COCOC1=CC(=C2C(CCOC2=C1)=O)B1OC(C(O1)(C)C)(C)C